5-(Cyclohexyloxy)-8-methyl-2-(3-methyl-1-benzothiophen-2-yl)quinoline C1(CCCCC1)OC1=C2C=CC(=NC2=C(C=C1)C)C=1SC2=C(C1C)C=CC=C2